fumarylacetoacetic Acid C(C(=O)CC(=O)O)C(=O)/C=C/C(=O)O